1H-indol-3-amine N1C=C(C2=CC=CC=C12)N